C1(CC1)N1CCN(CC1)C1CCN(CC1)C1=C(C=C(C(=C1)OC)NC1=NC=NC(=C1)N1OCC[C@@H]1C1=CC(=CC=C1)OC1=C(C=CC(=C1)F)F)NC(C=C)=O (R)-N-(2-(4-(4-cyclopropylpiperazin-1-yl)piperidin-1-yl)-5-((6-(3-(3-(2,5-difluorophenoxy)phenyl)isoxazolidin-2-yl)pyrimidin-4-yl)amino)-4-methoxyphenyl)acrylamide